FC1=NC=C(C(=O)OC2=C(C(=CC(=C2F)F)F)F)C=C1 2,3,5,6-tetrafluorophenyl 6-fluoronicotinate